O=C1NC(CCC1N1C(C2=CC(=C(C=C2C1=O)F)N([C@@H]1[C@H](CCCC1)NC)C)=O)=O 2-(2,6-dioxopiperidin-3-yl)-5-fluoro-6-(methyl((1S,2S)-2-(methylamino)cyclohexyl)amino)isoindoline-1,3-dione